N-((5-(2,4-difluorophenyl)-1-((4-fluorophenyl)sulfonyl)-1H-pyrrol-3-yl)methyl)methan-d3-amine FC1=C(C=CC(=C1)F)C1=CC(=CN1S(=O)(=O)C1=CC=C(C=C1)F)CNC([2H])([2H])[2H]